(2R,8aS)-N-(azetidin-3-yl)-2-(2,3-dichloro-6-hydroxyphenyl)-5-oxo-hexahydro-1H-indolizine-7-carboxamide N1CC(C1)NC(=O)C1CC(N2C[C@H](C[C@H]2C1)C1=C(C(=CC=C1O)Cl)Cl)=O